C1(CCC(N1OC=O)=O)=O formic acid succinimidyl ester